O1N=C(C2=C1C=CC=C2)C2=C(C=CC(=C2)C)[C@H](CC2=NC=CC=C2)NC(OC(C)(C)C)=O tert-Butyl (S)-{1-[2-(benzo[d]isoxazol-3-yl)-4-methylphenyl]-2-(pyridin-2-yl)ethyl}carbamate